tert-Butyl (4-(8-amino-3-(3-methyl-1,2,4-oxadiazol-5-yl)imidazo[1,5-a]pyrazin-1-yl)-2-methoxyphenyl)carbamate NC=1C=2N(C=CN1)C(=NC2C2=CC(=C(C=C2)NC(OC(C)(C)C)=O)OC)C2=NC(=NO2)C